6-chloro-1,3-dimethyluracil ClC1=CC(N(C(N1C)=O)C)=O